N-isopropyl-N-methyl-6-oxo-1,6-dihydropyridine-3-carboxamide C(C)(C)N(C(=O)C1=CNC(C=C1)=O)C